CN1[N+](=CC=C1)CCCS(=O)(=O)O 1-methyl-2-(3-sulfopropyl)-1H-pyrazol-2-ium